N-(4-(5-cyclopropyl-3-(trifluoromethyl)-1H-pyrazol-1-yl)benzyl)-2-(4-cyclopropyl-6-methoxypyrimidin-5-yl)imidazo[2,1-f][1,2,4]triazin-4-amine C1(CC1)C1=CC(=NN1C1=CC=C(CNC2=NC(=NN3C2=NC=C3)C=3C(=NC=NC3OC)C3CC3)C=C1)C(F)(F)F